6-(4-((1-Isopropylpiperidin-4-yl)oxy)phenyl)-1,4-dimethyl-2-(4-(methylsulfonyl)phenyl)-1H-benzo[d]imidazol C(C)(C)N1CCC(CC1)OC1=CC=C(C=C1)C=1C=C(C2=C(N(C(=N2)C2=CC=C(C=C2)S(=O)(=O)C)C)C1)C